OCC([C@@H](C[C@@H]1C(NCC1)=O)NC(=O)[C@@H]1N(C[C@H]2[C@@H]1CCC2)C(=O)[C@@]2(NC(CC2)=O)C2=CC=CC=C2)=O (1R,3aR,6aS)-N-((R)-4-hydroxy-3-oxo-1-((R)-2-oxopyrrolidin-3-yl)butan-2-yl)-2-((S)-5-oxo-2-phenylpyrrolidine-2-carbonyl)octahydrocyclopenta[c]pyrrole-1-carboxamide